F[C@H]1C[C@@H](CNC1)NC=1C2=C(N=CN1)C(=CC(=N2)C=2C=NN(C2)C2CCOCC2)C(=O)N 4-{[(3S,5S)-5-fluoropiperidin-3-yl]amino}-6-[1-(tetrahydropyran-4-yl)-1H-pyrazol-4-yl]pyrido[3,2-d]pyrimidine-8-carboxamide